BrC=1C=C(C=C(C1)C(C)(C)C)C1=C(C=C(C=C1)Cl)C(C)(C)O 2-{3'-bromo-5'-tert-butyl-4-chloro-[1,1'-biphenyl]-2-yl}propan-2-ol